5-amino-8-(2,6-dimethyl-4-pyridinyl)-7-phenyl-2-[[2-(4-piperidinylmethyl)phenyl]methyl]-[1,2,4]triazolo[4,3-c]pyrimidin-3-one NC1=NC(=C(C=2N1C(N(N2)CC2=C(C=CC=C2)CC2CCNCC2)=O)C2=CC(=NC(=C2)C)C)C2=CC=CC=C2